CC=1C=C(C=CC1)C=1C(=CC(=CC1O)CCCCC)O 3'-methyl-4-pentyl-[1,1'-biphenyl]-2,6-diol